C1(=CC=CC=C1)C=1C2=CC=CC=C2C(=C2C=CC=C(C12)N(C=1C=CC=2N(C3=CC=CC=C3C2C1)C1=CC=CC=C1)C1=CC=CC=C1)C1=CC=CC=C1 9,10-diphenyl-[N-phenyl-N-(9-phenyl-carbazol-3-yl)-amino]-anthracene